COCCOCC(=O)N[C@@H](CC1=CNC=N1)C(=O)OC methyl (2-(2-methoxyethoxy)acetyl)-L-histidinate